tert-butyl (2S)-2-{[(1S)-1-cyano-2-[4-(3-methyl-2-oxo-2,3-dihydro-1,3-benzoxazol-5-yl)phenyl]ethyl]carbamoyl}-7-hydroxy-7-methyl-1,4-oxazocane-4-carboxylate C(#N)[C@H](CC1=CC=C(C=C1)C=1C=CC2=C(N(C(O2)=O)C)C1)NC(=O)[C@H]1OCC(CCN(C1)C(=O)OC(C)(C)C)(C)O